S1C(=CC=C1)C1(CC1)C#N 1-(thiophen-2-yl)cyclopropanecarbonitrile